1-(4-(1-(2,6-difluorophenyl)azetidin-3-yl)benzyl)piperidine-4-carboxylic acid FC1=C(C(=CC=C1)F)N1CC(C1)C1=CC=C(CN2CCC(CC2)C(=O)O)C=C1